2-(2-(difluoromethoxy)-6-methylpyridin-3-yl)-2,8-diazaspiro[4.5]decan-3-one hydrochloride Cl.FC(OC1=NC(=CC=C1N1CC2(CC1=O)CCNCC2)C)F